5-((S)-5H-imidazo[5,1-a]Isoindol-5-yl)-4,5,6,7-tetrahydropyrazolo[1,5-a]Pyridine-4-ol C=1N=CN2C1C1=CC=CC=C1[C@@H]2C2C(C=1N(CC2)N=CC1)O